4-(4-propenylpiperazin-1-yl)-7-(2-amino-6-chlorophenyl)-1-(2-ethyl-6-methylphenyl)-6-fluoroquinolin-2(1H)-one C(=CC)N1CCN(CC1)C1=CC(N(C2=CC(=C(C=C12)F)C1=C(C=CC=C1Cl)N)C1=C(C=CC=C1C)CC)=O